C1(=CC=CC=C1)C(CC#C)O 1-Phenylbutan-3-yn-1-ol